N-((5-chloro-6-(thiazol-5-ylmethoxy)-1H-indol-2-yl)methyl)-1-methylcyclopropane-1-carboxamide ClC=1C=C2C=C(NC2=CC1OCC1=CN=CS1)CNC(=O)C1(CC1)C